8-bromo-7-chloro-6-iodo-2H-benzo[d][1,3]oxazine-2,4(1H)-dione BrC1=C(C(=CC2=C1NC(OC2=O)=O)I)Cl